FC1=NN2C(N=CC3=C2[C@](CC3(C(=O)OCC)C(=O)OCC)(C3=NNC=C3)C)=C1 diethyl (S)-2-fluoro-8-methyl-8-(1H-pyrazol-3-yl)-7,8-dihydro-6H-cyclopenta[e]pyrazolo[1,5-a]pyrimidine-6,6-dicarboxylate